O=C1NC(CCC1C1=CC(=C(C=C1)N1CCN(CC1)CC1CCC(CC1)NC(OC(C)(C)C)=O)F)=O Tert-butyl N-[4-[[4-[4-(2,6-dioxo-3-piperidyl)-2-fluoro-phenyl]piperazin-1-yl]methyl] cyclohexyl]carbamate